6-trifluoromethyl-1-naphthalenesuccinic anhydride FC(C=1C=C2C=CC=C(C2=CC1)C1CC(=O)OC1=O)(F)F